[Si](C1=CC=CC=C1)(C1=CC=CC=C1)(C(C)(C)C)OC[C@H](C)N(C(OC(C)(C)C)=O)CCOCCCC#C tert-butyl (S)-(1-((tert-butyldiphenylsilyl)oxy)propan-2-yl)(2-(pent-4-yn-1-yloxy)ethyl)carbamate